(5Z)-5-hexadecen-1-yne C#CCC\C=C/CCCCCCCCCC